C(N)(=O)C1=NC2=C(C(=C(C=C2C(=N1)N1CCN(CC1)C(=O)OC(C)(C)C)Cl)C1=CC(=CC2=CC=CC=C12)O)F tert-Butyl 4-(2-carbamoyl-6-chloro-8-fluoro-7-(3-hydroxynaphthalen-1-yl)quinazolin-4-yl)piperazine-1-carboxylate